C1N(CCC2=CC=CC=C12)C=1C=C(C(=C(C(=O)NCC=2C(NC(=CC2C)C)=O)C1)C)N(C1CCOCC1)CC 5-(3,4-Dihydroisoquinolin-2(1H)-yl)-N-((4,6-dimethyl-2-oxo-1,2-dihydropyridin-3-yl)methyl)-3-(ethyl-(tetrahydro-2H-pyran-4-yl)amino)-2-methylbenzamide